FC=1C=C2C(=CC(=NC2=CC1)C(F)(F)F)N[C@@H]1C[C@@H](CCC1)NC(C1=CC(=CC=C1)NC)=O N-[(1R,3S)-3-{[6-fluoro-2-(trifluoromethyl)quinolin-4-yl]amino}cyclohexyl]-3-(methylamino)benzamide